CC(=C)C=CCC(=CC)C 2,6-dimethyl-1,3,6-octatriene